7-(bromomethyl)-4-chloro-2-fluoro-1-Benzofuran BrCC1=CC=C(C=2C=C(OC21)F)Cl